C(=O)(OCC1C2=CC=CC=C2C2=CC=CC=C12)N[C@@H](CC1=CC(=C(C=C1)O)F)C(=O)O |r| Fmoc-3-fluoro-DL-tyrosine